C(C=C)N1N(C2=NC(=NC=C2C1=O)NC1=CC=C(C=C1)N1CCN(CC1)CCCNC(OC(C)(C)C)=O)C1=NC(=CC=C1)C(F)(F)F tert-butyl (3-(4-(4-((2-allyl-3-oxo-1-(6-(trifluoromethyl)pyridin-2-yl)-2,3-dihydro-1H-pyrazolo[3,4-d]pyrimidin-6-yl)amino)phenyl)piperazin-1-yl)propyl)carbamate